BrC1=C(N=C2N1COC1=C2C=NC=C1)C1=CC=CC=C1 3-Bromo-2-phenyl-5H-imidazo[1,2-c]pyrido[3,4-e][1,3]oxazine